C[C@H]1CN(C[C@H](O1)C)C=1C=2N(N=C(C1)N1[C@@H](COCC1)C)C(=CN2)C2=CC=NN2 (2S,6R)-2,6-dimethyl-4-(6-((R)-3-methylmorpholino)-3-(1H-pyrazol-5-yl)imidazo[1,2-b]pyridazin-8-yl)morpholine